4-(2-hydroxyethyl)-1,3-dioxolan-2-one OCCC1OC(OC1)=O